(R)-1-(bis(4-methoxyphenyl)(phenyl)methoxy)-3-((6-hydroxyhexyloxy)carbonylamino)propan-2-yl 2,2-dichloroacetate ClC(C(=O)O[C@@H](COC(C1=CC=CC=C1)(C1=CC=C(C=C1)OC)C1=CC=C(C=C1)OC)CNC(=O)OCCCCCCO)Cl